NC=1C(=NC=C(N1)N1CCC2([C@@H]([C@@H](OC2)C)N)CC1)SC=1C=C(C=C(C1)Cl)P(C)(C)=O (3-((3-amino-5-((3S,4S)-4-amino-3-methyl-2-oxa-8-azaspiro[4.5]decan-8-yl)pyrazin-2-yl)thio)-5-chlorophenyl)dimethylphosphine oxide